7-bromo-3,3-dimethylindolin-2-one BrC=1C=CC=C2C(C(NC12)=O)(C)C